(2,5-dioxopyrrolidin-1-yl) 2-[1-[4-(2,6-dioxo-3-piperidyl)-2-fluoro-phenyl]-4-hydroxy-4-piperidyl]acetate O=C1NC(CCC1C1=CC(=C(C=C1)N1CCC(CC1)(O)CC(=O)ON1C(CCC1=O)=O)F)=O